7-(4-(4-(benzothiophen-4-yl)piperazin-1-yl)butoxy)-3,4-dihydroquinolin-2(1H)-one S1C=CC2=C1C=CC=C2N2CCN(CC2)CCCCOC2=CC=C1CCC(NC1=C2)=O